1,2-bis(2,5-dimethylthiophene-3-yl)perfluorocyclopentene CC=1SC(=CC1C1=C(C(C(C1(F)F)(F)F)(F)F)C1=C(SC(=C1)C)C)C